(1-(7-methoxy-1,2,3,4-tetrahydroquinolin-5-yl)cyclopropyl)-2-methyl-5-((1-methylazetidin-2-yl)methoxy)benzamide COC1=CC(=C2CCCNC2=C1)C1(CC1)C=1C(=C(C(=O)N)C=C(C1)OCC1N(CC1)C)C